O=C1N(C=2N(C=C1)N=CC2)CC(=O)N (5-oxopyrazolo[1,5-a]pyrimidin-4(5H)-yl)acetamide